N-(2-(3,8-diazabicyclo[3.2.1]oct-8-yl)-5-chloropyrimidin-4-yl)-6-fluoro-1H-indazol-5-amine C12CNCC(CC1)N2C2=NC=C(C(=N2)NC=2C=C1C=NNC1=CC2F)Cl